Methyl 1-{2-[(4-{[6-(5-Chloro-2-Fluorophenyl)-3-Methylpyridazin-4-yl]Amino}Pyridin-2-yl)Carbamoyl]Ethyl}-4-Methylpiperazin-2-Carboxylate ClC=1C=CC(=C(C1)C1=CC(=C(N=N1)C)NC1=CC(=NC=C1)NC(=O)CCN1C(CN(CC1)C)C(=O)OC)F